C(C)OP(=O)(C1=CC=CC=C1)C(C1=C(C=C(C=C1C)C)C)=O ethyl(2,4,6-trimethylbenzoyl)-phenylphosphinate